CC(C)(C)[Si](OC[C@]12CCC(C[C@@H]1CC[C@H]1[C@@H]3CCC([C@@]3(C)CC[C@H]21)=O)=O)(C)C (5α)-19-[[(Dimethylethyl)dimethylsilyl]oxy]-androstane-3,17-dione